6-chloro-5-fluoro-2-((2-isopropylpropyl-4-methylpyridin-3-yl)amino)nicotinic acid ClC1=NC(=C(C(=O)O)C=C1F)NC=1C(=NC=CC1C)CC(C)C(C)C